ClC1=CC(=C(COC2=CC=CC(=N2)C2=CC(=NC=C2F)OCC2=NC=3C(=NC(=CC3)C(=O)O)N2C[C@H]2OCC2)C=C1)F (S)-2-(((6-((4-chloro-2-fluorobenzyl)oxy)-5'-fluoro-[2,4'-bipyridinyl]-2'-yl)oxy)methyl)-3-(oxetan-2-ylmethyl)-3H-imidazo[4,5-b]pyridine-5-carboxylic acid